BrC=1C(=C(SC1)C(C)NC1CC1)F [1-(4-bromo-3-fluoro-2-thienyl)ethyl]cyclopropylamine